N-[4-(3-cyanophenyl)-5-(2,6-dimethyl-4-pyridyl)thiazol-2-yl]-6-oxo-1,3,4,7,8,8a-hexahydropyrrolo[1,2-a]pyrazine-2-carboxamide C(#N)C=1C=C(C=CC1)C=1N=C(SC1C1=CC(=NC(=C1)C)C)NC(=O)N1CC2N(CC1)C(CC2)=O